ClC1=CN=C2C(=N1)N(N=C2)[C@@H](C)C=2C(=NC=CC2)F (S)-6-chloro-1-(1-(2-fluoropyridin-3-yl)ethyl)-1H-pyrazolo[3,4-b]pyrazine